N-(6-bromopyridin-2-yl)-N-((4,7-dimethoxybenzofuran-5-yl)methyl)-acrylamide BrC1=CC=CC(=N1)N(C(C=C)=O)CC=1C=C(C2=C(C=CO2)C1OC)OC